1-Boc-(S)-3-aminopyrrolidine C(=O)(OC(C)(C)C)N1C[C@H](CC1)N